BrC1=C(N=C(C=2N1N=CC2)N2CCC1(CC2)CC=2C(=NC(=CC2)OC)C1NC(OC(C)(C)C)=O)C tert-butyl (1'-(7-bromo-6-methylpyrazolo[1,5-a]pyrazin-4-yl)-2-methoxy-5,7-dihydrospiro[cyclopenta[b]pyridine-6,4'-piperidin]-7-yl)carbamate